[Cl-].[Cl-].C1(C=CC2=CC=CC=C12)[Ti+2]C1C=CC2=CC=CC=C12 bis-indenyl titanium dichloride